4-(2-(3,4-Dimethoxyphenyl)-4-methyl-1H-benzo[d]imidazol-6-yl)-3,6-dihydropyridine-1(2H)-carboxylic acid tert-butyl ester C(C)(C)(C)OC(=O)N1CCC(=CC1)C=1C=C(C2=C(NC(=N2)C2=CC(=C(C=C2)OC)OC)C1)C